6-(2-amino-6-fluoro-5-(4-((1R,5S)-3-isobutyryl-3-azabicyclo[3.1.0]hexan-1-yl)phenyl)pyridin-3-yl)-3,4-dihydroisoquinolin-1(2H)-one NC1=NC(=C(C=C1C=1C=C2CCNC(C2=CC1)=O)C1=CC=C(C=C1)[C@@]12CN(C[C@H]2C1)C(C(C)C)=O)F